C1(=CC=CC=C1)[C@H]([C@H]1CNC2=C(N1)N=CC=C2)NCCC2=CC=C(C=C2)CC#N 2-(4-(2-(((R)-phenyl((R)-1,2,3,4-tetrahydropyrido[2,3-b]pyrazin-3-yl)methyl)amino)ethyl)phenyl)acetonitrile